C(C=C)(=O)OCCCC(CCCCCCC)CCCCC 4-pentylundecyl acrylate